[3H]hypoxanthine N1=CNC=2N=CNC2C1=O